C(C)(=O)NC1=C(C=CC=C1)NCC(=O)NC1=CC(=C(C=C1)C)C 2-((2-acetamidophenyl)amino)-N-(3,4-dimethylPhenyl)acetamide